2-[(2-dodecylcarbamoyl-ethyl)-2-{(2-dodecylcarbamoyl-ethyl)-(2-(2-dodecylcarbamoyl-ethylamino)-ethyl)-amino}-ethylamino]propionamide C(CCCCCCCCCCC)NC(=O)CCN(C(C(=O)N)C)CCN(CCNCCC(NCCCCCCCCCCCC)=O)CCC(NCCCCCCCCCCCC)=O